C(OCC1=CC=C(C=C1)Cl)(OC1=CC=C(C=C1)[N+](=O)[O-])=O (4-chlorophenyl)methyl (4-nitrophenyl) carbonate